C(#N)C1(CCC(CC1)N1C2=NC(=NC=C2N(C1=O)C)NC1=CC(=C(C(=O)N)C=C1C)F)C 4-((9-(4-cyano-4-methylcyclohexyl)-7-methyl-8-oxo-8,9-dihydro-7H-purin-2-yl)amino)-2-fluoro-5-methylbenzamide